tert-Butyl (S)-2-((tert-butoxycarbonyl)amino)-4-(3,3-difluoropiperidin-1-yl)-4-oxobutanoate C(C)(C)(C)OC(=O)N[C@H](C(=O)OC(C)(C)C)CC(=O)N1CC(CCC1)(F)F